ClC=1C=C(OC2CCN(CC2)CCN2N=C(C=3CCCCC23)C(=O)N2CCC(CC2)(CO)F)C=CC1 1-(4-(3-chlorophenoxy)piperidin-1-yl)-2-(3-(4-fluoro-4-(hydroxymethyl)piperidine-1-carbonyl)-4,5,6,7-tetrahydro-1H-indazol-1-yl)ethan